4-((((1-Aminoisoquinolin-6-yl)methyl)amino)methyl)-2-fluoro-N,N-diisopropylnicotinamide NC1=NC=CC2=CC(=CC=C12)CNCC1=CC=NC(=C1C(=O)N(C(C)C)C(C)C)F